N1N=NN=C1C1=CC=C(C=C1)[C@H](C)NC([C@@H](C(C)C)OCC1=CC(=CC=C1)OC(F)F)=O (R)-N-((S)-1-(4-(1H-tetrazol-5-yl)phenyl)ethyl)-2-((3-(difluoromethoxy)benzyl)oxy)-3-methylbutanamide